triglycine fluorine [F].NCC(=O)O.NCC(=O)O.NCC(=O)O